(4-(8-(1-methyl-1H-pyrazol-4-yl)-3H-pyrrolo[2,3-c]isoquinolin-1-yl)cyclohexyl)(piperazin-1-yl)methanone CN1N=CC(=C1)C1=CC=2C3=C(N=CC2C=C1)NC=C3C3CCC(CC3)C(=O)N3CCNCC3